gamma-(2,4-dichloro-benzyl)-proline ClC1=C(CC2C[C@H](NC2)C(=O)O)C=CC(=C1)Cl